1-(5-bromobicyclo[4.2.0]octan-1(6),2,4-trien-3-yl)ethan-1-one BrC1=CC(=CC=2CCC12)C(C)=O